7-((2R,4S)-2-(8-bromo-6-cyclopropylimidazo[1,2-a]pyridin-2-yl)-4-((triiso-propylsilyl)oxy)pyrrolidin-1-yl)-2-((1S*,2S*)-2-(4-methylpyrimidin-2-yl)cyclopropyl)quinoline BrC=1C=2N(C=C(C1)C1CC1)C=C(N2)[C@@H]2N(C[C@H](C2)O[Si](C(C)C)(C(C)C)C(C)C)C2=CC=C1C=CC(=NC1=C2)[C@@H]2[C@H](C2)C2=NC=CC(=N2)C |o1:39,40|